O1CCC(CC1)N1C=CC=2C1=NC=C(C2)C(=O)O 1-(tetrahydro-2H-pyran-4-yl)-1H-pyrrolo[2,3-b]pyridine-5-carboxylic acid